7-[2-(3,3-difluoro-pyrrolidin-1-yl)-ethyl]-imidazo[1,2-a]pyridin FC1(CN(CC1)CCC1=CC=2N(C=C1)C=CN2)F